ClC=1C(=NC(=NC1)N1C[C@@H](C[C@@H](C1)C)F)NC1=CC=2C3=C(C(N(C2C=C1)C)=O)OCC([C@@H](N3)C3CC3)(F)F (S)-10-((5-Chloro-2-((3R,5S)-3-fluoro-5-methylpiperidin-1-yl)pyrimidin-4-yl)amino)-2-cyclopropyl-3,3-difluoro-7-methyl-1,2,3,4-tetrahydro-[1,4]oxazepino[2,3-c]chinolin-6(7H)-on